(5-chloro-3-(difluoromethyl)-1-ethyl-1H-pyrazol-4-yl)methanol ClC1=C(C(=NN1CC)C(F)F)CO